O.[Ca].[Ca] Calcium hemihydrat